(1-((1-methylcyclopropyl)sulfonyl)cyclopropyl)methanol methyl-3-(3-((6-cyano-2H-indazol-7-yl)oxy)azetidin-1-yl)-2,2-dimethylpropanoate CC(C(C(=O)OCC1(CC1)S(=O)(=O)C1(CC1)C)(C)C)N1CC(C1)OC1=C(C=CC2=CNN=C12)C#N